6-methoxy-N-(6-methylpyridazin-3-yl)-1H-benzoimidazol-5-amine COC=1C(=CC2=C(NC=N2)C1)NC=1N=NC(=CC1)C